2-(4-(6-Chloropyridin-2-yl)-2-fluorobenzyl)-1-(2-methoxyethyl)-1H-benzo[d]imidazole-6-carboxylic acid methyl ester COC(=O)C=1C=CC2=C(N(C(=N2)CC2=C(C=C(C=C2)C2=NC(=CC=C2)Cl)F)CCOC)C1